ClC=1C=NN(C1C(=O)NC1=C(C=C(C=C1F)C#CC1=CC=CC=C1)F)C1CCOCC1 4-chloro-N-(2,6-difluoro-4-(phenylethynyl)phenyl)-1-(tetrahydro-2H-pyran-4-yl)-1H-pyrazole-5-carboxamide